COC1=CC=C(C=C1)C1=NC(=NC(=C1)C1=NC=CC=C1)NC(CN1CCCC1)=O N-(4-(4-methoxyphenyl)-6-(pyridin-2-yl)pyrimidin-2-yl)-2-(pyrrolidin-1-yl)acetamide